(R)-2-((2-((6-methoxy-2-(pyrrolidin-1-yl)-7-(3-(pyrrolidin-1-yl)prop-1-yn-1-yl)quinazolin-4-yl)amino)propyl)amino)ethan-1-ol COC=1C=C2C(=NC(=NC2=CC1C#CCN1CCCC1)N1CCCC1)N[C@@H](CNCCO)C